NCC1=NC=2C(=C3C(=NC2)NC=C3)N1C1CCC(CC1)CC#N 2-((1r,4r)-4-(2-(aminomethyl)imidazo[4,5-d]pyrrolo[2,3-b]pyridin-1(6H)-yl)cyclohexyl)acetonitrile